CN(C(CNC(=O)N1CC2=CC(=C(C=C2C1)F)F)C1=CSC=C1)C 5,6-Difluoro-1,3-dihydro-isoindole-2-carboxylic acid (2-dimethylamino-2-thiophen-3-yl-ethyl)-amide